ClC=1C(=C(C=CC1F)C(N[S@](=O)C(C)(C)C)C1CCN(CC1)C1(CC1)C(F)(F)F)F (R)-N-((3-chloro-2,4-difluorophenyl)(1-(1-(trifluoromethyl)cyclopropyl)piperidin-4-yl)methyl)-2-methylpropane-2-sulfinamide